CC1N(CCC(C1)C(=O)OCC=1C=C2C=C(C=NC2=C(C1)OC)C)C1=NC2=CC=C(C=C2C=C1)C1=CC=NC=C1 (8-methoxy-3-methylquinolin-6-yl)methanol methyl-1-(6-(pyridin-4-yl)quinolin-2-yl)piperidine-4-carboxylate